[C-]#N.C(CCC)[NH+]1C(CCC1)CCC 1-butyl-2-propylpyrrolidinium cyanide